The molecule is a 1,2-diacyl-sn-glycero-3-phosphate in which the acyl groups at positions 1 and 2 are specified as capryl (decanoyl). It is a 1,2-diacyl-sn-glycerol 3-phosphate and a decanoate ester. It is a conjugate acid of a 1,2-dicapryl-sn-glycero-3-phosphate(2-). CCCCCCCCCC(=O)OC[C@H](COP(=O)(O)O)OC(=O)CCCCCCCCC